OC(O)(O)[SiH2]C=1C=C(C=C(C1)O)O 5-trihydroxymethylsilyl-1,3-benzenediol